ClC1=C(C=CC(=C1)OCC1=C(C=NN1C1=C(C=C(C=C1Cl)F)Cl)C1CC1)C1(CN(C1)C1=NC=C(C(=O)O)C=C1F)O 6-(3-(2-chloro-4-((4-cyclopropyl-1-(2,6-dichloro-4-fluorophenyl)-1H-pyrazol-5-yl)methoxy)phenyl)-3-hydroxyazetidin-1-yl)-5-fluoronicotinic acid